BrC1=CC(=NN1CC1CCOCC1)C 5-bromo-3-methyl-1-((tetrahydro-2H-pyran-4-yl)methyl)-1H-pyrazole